N,N,N-trimethyl-cyclohexylammonium C[N+](C)(C)C1CCCCC1